FC=1C=NC(=NC1)S[C@@H]1CN(C[C@H]1OCC1=CC=C(C=C1)C(F)(F)F)C(C=C)=O 1-(trans-3-((5-fluoropyrimidin-2-yl)thio)-4-((4-(trifluoromethyl)benzyl)oxy)pyrrolidin-1-yl)prop-2-en-1-one